(R)-(1,3-dimethyl-azetidin-3-yl)-(4-isopropyl-phenyl)-[(1r,4r)-5-(2-oxa-5-aza-bicyclo[2.2.1]hept-5-yl)-pyridin-3-yl]-methanol CN1CC(C1)(C)[C@@](O)(C=1C=NC=C(C1)N1[C@H]2CO[C@@H](C1)C2)C2=CC=C(C=C2)C(C)C